(2R)-1-(4-tert-butylphenyl)-2-(dibenzylamino)propan-1-one C(C)(C)(C)C1=CC=C(C=C1)C([C@@H](C)N(CC1=CC=CC=C1)CC1=CC=CC=C1)=O